2-(4-fluorophenyl)-5,6,7,8-tetrahydro-10H-oxazolo[5,4-d]pyrido[1,2-a]pyrimidin-10-one FC1=CC=C(C=C1)C=1OC=2N=C3N(C(C2N1)=O)CCCC3